ClC=1C=C(CNC(C(C)(C2=NC=C(C=N2)C)C)=O)C=C(C1C1C(NC(CC1)=O)=O)Cl N-(3,5-dichloro-4-(2,6-dioxopiperidin-3-yl)benzyl)-2-methyl-2-(5-methylpyrimidin-2-yl)propanamide